COC(=O)C=1NC(C=CC1)=O oxo-1,6-dihydropyridine-2-carboxylic acid methyl ester